((2-(((S)-3,3-dimethyl-1-oxo-1-((S)-2-(1,2,3,4-tetrahydroisoquinoline-2-carbonyl)pyrrolidin-1-yl)butan-2-yl)carbamoyl)benzo[b]thiophen-5-yl)difluoromethyl)phosphonic acid CC([C@@H](C(N1[C@@H](CCC1)C(=O)N1CC2=CC=CC=C2CC1)=O)NC(=O)C1=CC2=C(S1)C=CC(=C2)C(F)(F)P(O)(O)=O)(C)C